N-phenyl-N-(2-(4-(thiophen-2-ylmethyl)piperazin-1-yl)ethyl)acrylamide C1(=CC=CC=C1)N(C(C=C)=O)CCN1CCN(CC1)CC=1SC=CC1